(R)-3-((4-Hydroxy-1-(3-phenylbutanoyl)piperidin-4-yl)methyl)-6-((2-hydroxyethyl)amino)pyrimidin-4(3H)-one OC1(CCN(CC1)C(C[C@@H](C)C1=CC=CC=C1)=O)CN1C=NC(=CC1=O)NCCO